N1=CN=CC2=CC=C(C=C12)C1=C(C=CC=C1)O.[Al+2] aluminium (ii) quinazolin-7-yl-phenol